2'-chloro-N-(5-(6-chloro-2-methoxynicotinoyl)-5,6-dihydro-4H-pyrrolo[3,4-d]thiazol-2-yl)-5'-methoxy-6-methyl-[4,4'-bipyridine]-3-carboxamide ClC1=NC=C(C(=C1)C1=C(C=NC(=C1)C)C(=O)NC=1SC2=C(N1)CN(C2)C(C2=C(N=C(C=C2)Cl)OC)=O)OC